BrC1CCN(CC1)C 4-bromo-1-methyl-piperidine